C(CCCCC)C=1C=C(C(=O)C2=CC=C(C=C2)O)C=CC1O 3-hexyl-4,4'-dihydroxybenzophenone